CC(CN)C(CCCCN)C 2,3-Dimethyl-1,7-heptanediamine